(R)-N-(benzo[d]thiazol-5-ylmethyl)-1-(1-methyl-1H-pyrazol-3-yl)ethan-1-amine S1C=NC2=C1C=CC(=C2)CN[C@H](C)C2=NN(C=C2)C